((4-sulfamoylbutyl)azanediyl)bis(heptane-7,1-diyl) bis(4,4-bis(((Z)-oct-5-en-1-yl)oxy)butanoate) C(CCC\C=C/CC)OC(CCC(=O)OCCCCCCCN(CCCCCCCOC(CCC(OCCCC\C=C/CC)OCCCC\C=C/CC)=O)CCCCS(N)(=O)=O)OCCCC\C=C/CC